eicosyl-catechol C(CCCCCCCCCCCCCCCCCCC)C1=C(C(O)=CC=C1)O